4-[3-(3-fluorophenyl)-1H-pyrazolo[3,4-b]pyridin-4-yl]benzamide FC=1C=C(C=CC1)C1=NNC2=NC=CC(=C21)C2=CC=C(C(=O)N)C=C2